ClC1=C(C=C2C(=C(N(C2=C1F)C)C1=NC(=NN1)N1CC(CC1)O)N1C=NC=C1)OC 1-(5-(6-chloro-7-fluoro-3-(1H-imidazol-1-yl)-5-methoxy-1-methyl-1H-indol-2-yl)-1H-1,2,4-triazol-3-yl)pyrrolidin-3-ol